ClC1=NC(=C2C(=N1)N(N=C2)[C@H]2[C@@H]([C@@H](C(O2)=COCP(O)(O)=O)O)O)NC2CCCC2 ({[(2R,3S,4R,5R)-5-[6-chloro-4-(cyclopentylamino)-1H-pyrazolo[3,4-d]pyrimidin-1-yl]-3,4-dihydroxyoxolanyl-2-yl]methoxy}methyl)phosphonic acid